1,3-bis(4-nitrophenyl)urea [N+](=O)([O-])C1=CC=C(C=C1)NC(=O)NC1=CC=C(C=C1)[N+](=O)[O-]